(R)-1-(4-(4-(tert-butyl)benzyl)-3-methylpiperazin-1-yl)isoquinoline hydrochloride Cl.C(C)(C)(C)C1=CC=C(CN2[C@@H](CN(CC2)C2=NC=CC3=CC=CC=C23)C)C=C1